ClC1=NC=C(C(=N1)NC1=C(C=CC=C1)P(OC)OC)Cl (2-((2,5-dichloropyrimidin-4-yl)amino)phenyl)dimethyl-oxyphosphorus